7-(4-methylpyridazin-3-yl)-1H-indole-3-sulfonyl chloride CC1=C(N=NC=C1)C=1C=CC=C2C(=CNC12)S(=O)(=O)Cl